ClC=1C=C(C(=NC1)N1CC2(C1)CN(CC2)C2=CN=C1C(=N2)N(N=C1)CC(F)F)F 2-(5-chloro-3-fluoropyridin-2-yl)-6-[1-(2,2-difluoroethyl)-1H-pyrazolo[3,4-b]pyrazin-6-yl]-2,6-diazaspiro[3.4]octane